FC=1C(=NC(=NC1)N[C@@H]1CC[C@H](CC1)C(=O)O)C1=CC(=NC=C1)C(C)(C)O trans-4-((5-fluoro-4-(2-(2-hydroxypropan-2-yl)pyridin-4-yl)pyrimidin-2-yl)amino)cyclohexane-1-carboxylic acid